tert-butyl 4-(4-(4-amino-2-fluorophenoxy)-6,7-dihydropyrrolo[3,2,1-hi]-indazol-5-yl)-1H-pyrazole-1-carboxylate NC1=CC(=C(OC=2C=C3C=NN4C3=C(C2C=2C=NN(C2)C(=O)OC(C)(C)C)CC4)C=C1)F